(4-sulfophenyl)-3-ethoxycarbonyl-5-pyrazolone S(=O)(=O)(O)C1=CC=C(C=C1)C1=C(N=NC1=O)C(=O)OCC